(E)-2-(2-ethoxyvinyl)-3-fluorobenzonitrile C(C)O/C=C/C1=C(C#N)C=CC=C1F